(2Z,4E)-5-(4-ethylphenyl)-4-methylpenta-2,4-dienal C(C)C1=CC=C(C=C1)/C=C(/C=C\C=O)\C